CN(CC(CNC(=O)C1=CC2=C(S1)CCCCCC2)C)C N-[3-(dimethylamino)-2-methylpropyl]-4,5,6,7,8,9-hexahydrocycloocta[b]thiophene-2-carboxamide